N-[(1r,4r)-4-hydroxycyclohexyl]-1H-indazole-3-carboxamide OC1CCC(CC1)NC(=O)C1=NNC2=CC=CC=C12